(R)-3-(1-((4-methyl-7-morpholinopyrido[3,4-d]pyridazin-1-yl)amino)ethyl)-5-(trifluoromethyl)phenol CC=1N=NC(=C2C1C=NC(=C2)N2CCOCC2)N[C@H](C)C=2C=C(C=C(C2)C(F)(F)F)O